propyl (3R,4S)-3-(5-{4-amino-5-[(4,4-difluoropiperidin-1-yl)methyl]pyrrolo[2,1-f][1,2,4]triazin-7-yl}-2-methoxypyridine-3-amido)-4-fluoropyrrolidine-1-carboxylate NC1=NC=NN2C1=C(C=C2C=2C=C(C(=NC2)OC)C(=O)N[C@@H]2CN(C[C@@H]2F)C(=O)OCCC)CN2CCC(CC2)(F)F